4-(dithienylamino)cyclohexanone S1C(=CC=C1)N(C1CCC(CC1)=O)C=1SC=CC1